N=1N(C=C2C1CNC2)C2=CC=C(CN1C3=NC(=NC=C3NC1=O)C1=C(C(=CC=C1)F)C(C)C)C=C2 9-(4-(5,6-dihydropyrrolo[3,4-c]pyrazol-2(4H)-yl)benzyl)-2-(3-fluoro-2-isopropylphenyl)-7,9-dihydro-8H-purin-8-one